C(CCCC)C(C(C=O)(C)C1=CC=CC=C1)C1CCC1 amyl-cyclobutylphenyl-methyl-propanal